[Cl-].[Cl-].C[Si](=[Hf+2](C1C(=CC2=C(C(=C(C=C12)C(C)(C)C)OC)C1=CC(=CC(=C1)C)C)C)C1C(=CC2=C(C=3CCCC3C(=C12)C1=CC(=CC(=C1)C)C)C1=CC(=CC(=C1)C)C)C)C syn-dimethylsilanediyl[2-methyl-4,8-di(3,5-dimethylphenyl)-1,5,6,7-tetrahydro-s-indacen-1-yl][2-methyl-4-(3,5-dimethylphenyl)-5-methoxy-6-tert-butylinden-1-yl]hafnium dichloride